CN(C=1C2=C(C(N(N1)CC(=O)NC1CC(C1)(C)O)=O)SC1=C2C=CC=C1)C 2-(1-(dimethylamino)-4-oxo-benzo[4,5]thieno[2,3-d]pyridazin-3(4H)-yl)-N-((1s,3s)-3-hydroxy-3-methylcyclobutyl)acetamide